2-Methoxy-2-methylpropyl (tert-butoxycarbonyl)-L-alaninate C(C)(C)(C)OC(=O)N[C@@H](C)C(=O)OCC(C)(C)OC